BrC1=CC=C2C(=NN(C2=C1)S(=O)(=O)C1=CC=C(C)C=C1)\C=C\C1=NC=CC=C1 (E)-6-bromo-3-(2-(pyridin-2-yl)vinyl)-1-tosyl-1H-indazole